2-ethyl-4-isopropyl-6H-thieno[2,3-d]pyridazin-7-one C(C)C1=CC2=C(C(NN=C2C(C)C)=O)S1